BrC=1C=C2C(=C(N(C2=CC1)CC(F)(F)F)C=1C(=NC=CC1)COC)CC(CO)(C)C 3-(5-bromo-2-(2-(methoxymethyl)pyridin-3-yl)-1-(2,2,2-trifluoroethyl)-1H-indol-3-yl)-2,2-dimethylpropan-1-ol